(4-methyl-3-(trifluoromethoxy)phenyl)piperidine CC1=C(C=C(C=C1)N1CCCCC1)OC(F)(F)F